(R)-N5-cyclopropyl-N3-methyl-2-oxo-1-(1-(m-tolyl)ethyl)-1,2-di-Hydropyridine-3,5-dicarboxamide C1(CC1)NC(=O)C=1C=C(C(N(C1)[C@H](C)C=1C=C(C=CC1)C)=O)C(=O)NC